((R)-2-(6-chloro-3-methoxyquinolin-8-yl)-7,8-dihydro-[1,4]dioxino[2',3':3,4]benzo[1,2-d]thiazol-7-yl)methyl (2-((R)-2-hydroxypropoxy)pyrimidin-5-yl)carbamate O[C@@H](COC1=NC=C(C=N1)NC(OC[C@@H]1OC2=C(C3=C(N=C(S3)C=3C=C(C=C4C=C(C=NC34)OC)Cl)C=C2)OC1)=O)C